2-((1-(6-Methyl-2-(1-methyl-1H-indazol-6-yl)-4-oxo-4H-chromen-8-yl)ethyl)amino)benzoic acid CC=1C=C2C(C=C(OC2=C(C1)C(C)NC1=C(C(=O)O)C=CC=C1)C1=CC=C2C=NN(C2=C1)C)=O